C12(CC3CC(CC(C1)C3)C2)CCNC(=O)NCC2=NN(C(=C2C)C2=CC=C(C=C2)Cl)C2=C(C=C(C=C2)Cl)Cl 1-(2-((3r,5r,7r)-adamantan-1-yl)ethyl)-3-((5-(4-chlorophenyl)-1-(2,4-dichlorophenyl)-4-methyl-1H-pyrazol-3-yl)methyl)urea